BrC1=CC(=NC=C1[N+](=O)[O-])N 4-bromo-5-nitro-pyridin-2-amine